tetraethoxysilane TETRAETHYL-ORTHOSILICATE C(C)O[Si](OCC)(OCC)OCC.C(C)O[Si](OCC)(OCC)OCC